Bis(2,2,3,3,4,4,5,5,6,6,7,7-dodecafluoroheptyl)-(2,2,4-trimethylhexan-1,6-diyl)biscarbamat FC(COC(NCC(CC(CCNC(OCC(C(C(C(C(C(F)F)(F)F)(F)F)(F)F)(F)F)(F)F)=O)C)(C)C)=O)(C(C(C(C(C(F)F)(F)F)(F)F)(F)F)(F)F)F